OC[C@@H](C1=CC=CC=C1)NC(=O)[C@@H]1CN(CC[C@H]1NC(=O)C1=NOC(=C1)C1=C(C=C(C=C1)F)F)C1CCCCC1 (3R,4R)-1-Cyclohexyl-4-{[5-(2,4-difluoro-phenyl)-isoxazole-3-carbonyl]-amino}-piperidine-3-carboxylic acid ((R)-2-hydroxy-1-phenyl-ethyl)-amide